(R)-1-(6-fluoro-4-phenyl-3,4-dihydroquinoxalin-1(2H)-yl)-3-(2-methylpiperidin-1-yl)propan-1-on FC=1C=C2N(CCN(C2=CC1)C(CCN1[C@@H](CCCC1)C)=O)C1=CC=CC=C1